2-(1-benzhydryl-piperidin-4-yl)-6-chloro-1,2,3,4-tetrahydroisoquinoline C(C1=CC=CC=C1)(C1=CC=CC=C1)N1CCC(CC1)N1CC2=CC=C(C=C2CC1)Cl